(S)-N-(5-((3-(7-oxa-2-azaspiro[3.5]non-2-yl)phenyl)ethynyl)-2-(3,4-dimethylpiperazin-1-yl)-4-fluorophenyl)-6-oxo-4-(trifluoromethyl)-1,6-dihydropyridine-3-carboxamide C1N(CC12CCOCC2)C=2C=C(C=CC2)C#CC=2C(=CC(=C(C2)NC(=O)C2=CNC(C=C2C(F)(F)F)=O)N2C[C@@H](N(CC2)C)C)F